BrC=1C=C(C=C(C1)C(F)(F)F)C(C(=O)O)=O [3-bromo-5-(trifluoromethyl)phenyl](oxo)acetic acid